tert-butyl (1R,5S,6r)-6-(4-{[(benzyloxy) carbonyl] amino}-5-methyl-1,2-oxazol-3-yl)-3-azabicyclo[3.1.0]hexane-3-carboxylate C(C1=CC=CC=C1)OC(=O)NC=1C(=NOC1C)C1[C@H]2CN(C[C@@H]12)C(=O)OC(C)(C)C